(R)-benzyl 3-(4-aminophenyl)-2-hydroxypropionate NC1=CC=C(C=C1)C[C@H](C(=O)OCC1=CC=CC=C1)O